4-[4-(4-chlorophenyl)piperidin-1-yl]-1-methyl-2-oxo-1,2-dihydroquinolin-3-carbonitrile ClC1=CC=C(C=C1)C1CCN(CC1)C1=C(C(N(C2=CC=CC=C12)C)=O)C#N